ClC=1C=C(C=2CCC(C2C1)O)S(=O)(=O)NC1=C(C(=C(C=C1)F)C=1C=C2C=NC(=NC2=CC1)NC1CCN(CC1)CCC(F)(F)F)F 6-chloro-N-(2,4-difluoro-3-(2-((1-(3,3,3-trifluoropropyl)piperidin-4-yl)amino)quinazolin-6-yl)phenyl)-1-hydroxy-2,3-dihydro-1H-indene-4-sulfonamide